FC(C=1C=NC(=NC1)N1CCN(CC1)C(=O)C1CC2(CN(C2)C(=O)OC(C)(C)C)C1)(F)F tert-butyl 6-(4-(5-(trifluoromethyl)pyrimidin-2-yl)piperazine-1-carbonyl)-2-azaspiro[3.3]heptane-2-carboxylate